(R)-(2-(benzofuran-3-yl)-1-(2-oxo-2-(pyridin-2-ylamino)acetamido)ethyl)boronic acid O1C=C(C2=C1C=CC=C2)C[C@H](NC(C(NC2=NC=CC=C2)=O)=O)B(O)O